(E)-3-(dimethylamino)-1-(1-methylsulfonylcyclopropyl)prop-2-en-1-one CN(/C=C/C(=O)C1(CC1)S(=O)(=O)C)C